C(CCCCCCCCCCCCCCCCCCCCCCCCC)(=O)OCCCCCCCCCCCCCCCCCCCCCCCC n-tetracosyl hexacosanoate